2-Chloro-4-(4-(1-(4-chlorophenyl)ethyl)piperazin-1-yl)-6-methylpyrimidine ClC1=NC(=CC(=N1)N1CCN(CC1)C(C)C1=CC=C(C=C1)Cl)C